4-isopropoxy-2-butanone C(C)(C)OCCC(C)=O